1-(2,2-dimethyl-4H-benzo[d][1,3]dioxin-6-yl)ethanol CC1(OCC2=C(O1)C=CC(=C2)C(C)O)C